CC(C(=O)O[C@@H]1[C@@H](C(C([C@H](CC(C([C@@H]1CC1=CC=CC=C1)=O)=O)NC(=O)C1=NC=CC(=C1OCOC(C(C)C)=O)OC)=O)=O)C)C (3S,6S,7R,8R)-8-benzyl-3-[({3-[(isobutyryloxy) methoxy]-4-methoxypyridin-2-yl} carbonyl) amino]-6-methyl-4,9-dioxo-1,5-dioxocyclononan-7-yl 2-methylpropionate